dihydroxy-4,4'-biphenanthrene OC1=C(C=2C=CC3=CC=CC=C3C2C(=C1)C1=CC=CC=2C=CC3=CC=CC=C3C12)O